FC1=C2C=C(N=NC2=CC(=C1)C=1CCNCC1)C1=CC2=CN(N=C2C(=C1)F)C 5-fluoro-3-(7-fluoro-2-methyl-2H-indazol-5-yl)-7-(1,2,3,6-tetrahydropyridin-4-yl)cinnoline